(1R,2S,5S)-2-({(2S)-1-amino-1-oxo-3-[(3S)-2-oxopyrrolidin-3-yl]propan-2-yl}carbamoyl)-6,6-dimethyl-3-azabicyclo[3.1.0]hexane-3-carboxylic acid tert-butyl ester C(C)(C)(C)OC(=O)N1[C@@H]([C@H]2C([C@H]2C1)(C)C)C(N[C@H](C(=O)N)C[C@H]1C(NCC1)=O)=O